(8R,13S)-8,13-dimethyl-19-(oxan-2-yl)-7,10,14-trioxa-4,19,20-triazatetracyclo[13.5.2.12,6.018,21]tricosa-1(20),2(23),3,5,15(22),16,18(21)-heptaene C[C@H]1OC2=CN=CC(C3=NN(C=4C=CC(O[C@H](CCOC1)C)=CC34)C3OCCCC3)=C2